[N+](=O)([O-])C1=CC=CC2=C1N=C(O2)S 4-Nitrobenzo[d]oxazole-2-thiol